N-(2,4-dimethylphenethyl)-3-formyl-1-methyl-5-[3-(trifluoromethyl)phenoxy]-1H-pyrazole-4-carboxamide CC1=C(CCNC(=O)C=2C(=NN(C2OC2=CC(=CC=C2)C(F)(F)F)C)C=O)C=CC(=C1)C